C(#N)[C@@H]1[C@@H](C1)C(=O)O |r| rac-(1R,2S)-2-cyanocyclopropane-1-carboxylic acid